CS(=O)(=O)CCNCC1=CC=C(O1)C=1C=C2C(=NC=NC2=CC1)N 6-[5-[[[2-(methylsulfonyl)ethyl]amino]methyl]-2-furyl]-4-quinazolinamine